(4aR,8aS)-6-(4-((R or S)-1-(4-Fluorophenyl)-2-(3-methyl-1,2,4-oxadiazol-5-yl)ethyl)piperidine-1-carbonyl)hexahydro-2H-pyrido[4,3-b][1,4]oxazin-3(4H)-one FC1=CC=C(C=C1)[C@H](CC1=NC(=NO1)C)C1CCN(CC1)C(=O)N1C[C@@H]2[C@@H](OCC(N2)=O)CC1 |o1:7|